3-(4-iodo-3-nitrophenyl)-4-methyl-4H-1,2,4-triazole IC1=C(C=C(C=C1)C1=NN=CN1C)[N+](=O)[O-]